tert-butyl (E)-4-(5-(6-methyl-4,8-dioxo-1,3,6,2-dioxazaborocan-2-yl)-5-(((2,2,2-trichloroethoxy)sulfonyl)amino)pent-3-en-1-yl)piperidine-1-carboxylate CN1CC(OB(OC(C1)=O)C(/C=C/CCC1CCN(CC1)C(=O)OC(C)(C)C)NS(=O)(=O)OCC(Cl)(Cl)Cl)=O